4-amino-1-(3-(pyridin-3-yl)benzyl)-1H-imidazo[4,5-c]quinolin-2(3H)-one NC1=NC=2C=CC=CC2C2=C1NC(N2CC2=CC(=CC=C2)C=2C=NC=CC2)=O